8-[(3R,5S)-3,5-dimethylpiperazin-1-yl]-6-fluoro-N-{8-fluoro-2-methylimidazo[1,2-a]pyridin-6-yl}quinoxaline-5-carboxamide C[C@@H]1CN(C[C@@H](N1)C)C1=CC(=C(C=2N=CC=NC12)C(=O)NC=1C=C(C=2N(C1)C=C(N2)C)F)F